FC1=CC=CC=C1C=1SC=C(C1)N1CC2CNCC2C1 2-(6-fluorophenylthiophen-4-yl)octahydropyrrolo[3,4-c]pyrrole